ClC=1C=C(C=NC1OC)C1=CC(N(N=C1)CC=1N(N=NC1C=1N=NC(=CC1)C)C)=O 5-(5-chloro-6-methoxy-3-pyridyl)-2-[[3-methyl-5-(6-methylpyridazin-3-yl)triazol-4-yl]methyl]pyridazin-3-one